(S)-4-((3-chloro-1-tosyl-1H-pyrrolo[2,3-b]pyridin-6-yl)(methyl)carbamoyl)-2-oxoimidazolidine-1-carboxylic acid tert-butyl ester C(C)(C)(C)OC(=O)N1C(N[C@@H](C1)C(N(C)C1=CC=C2C(=N1)N(C=C2Cl)S(=O)(=O)C2=CC=C(C)C=C2)=O)=O